(S)-N-(tetrahydrofuran-3-yl)benzamide O1C[C@H](CC1)NC(C1=CC=CC=C1)=O